o-iodobenzoic acid IC1=C(C(=O)O)C=CC=C1